(3-(3-benzyl-4-oxo-3,4-dihydrophthalazin-1-yl)phenyl)carbamic acid tert-butyl ester C(C)(C)(C)OC(NC1=CC(=CC=C1)C1=NN(C(C2=CC=CC=C12)=O)CC1=CC=CC=C1)=O